C(C)(C)(C)OC(=O)N(C(OC(C)(C)C)=O)C=1C=C(C=2N(C1)C=CN2)C2CCC(CC2)(F)F tert-butyl (tert-butoxycarbonyl)(8-(4,4-difluorocyclohexyl)imidazo[1,2-a]pyridin-6-yl)carbamate